1,1-dimethoxy-9,11-pentadecadiene COC(CCCCCCCC=CC=CCCC)OC